C[C@]1([C@@H](C1)C(=O)ON1C(CCC1=O)=O)C1=CC=CC=C1 2,5-dioxopyrrolidin-1-yl (1R,2S)-2-methyl-2-phenylcyclopropane-1-carboxylate